(2,3,4,5,6-pentafluorophenyl) 2-(5-methoxy-1H-indol-3-yl)acetate COC=1C=C2C(=CNC2=CC1)CC(=O)OC1=C(C(=C(C(=C1F)F)F)F)F